TrimethoxyBenzoic Acid COC1=C(C(=C(C=C1)C(=O)O)OC)OC